4'-di-tert-butoxymethyl-biphenyl C(C)(C)(C)OC(C1=CC=C(C=C1)C1=CC=CC=C1)OC(C)(C)C